CN(CCCCCCCCCCCCCCCC)CCCCCCCCCCCCCCCC N-methyl-dicetyl-amine